2-{5-[(1-Cyclopropylpiperidin-4-yl)(methyl)amino][1,3]thiazolo[5,4-d][1,3]thiazol-2-yl}-5-(1H-pyrazol-4-yl)pyridin-3-ol Hydrochlorid Cl.C1(CC1)N1CCC(CC1)N(C=1SC2=C(N1)SC(=N2)C2=NC=C(C=C2O)C=2C=NNC2)C